NC([C@@H](CO)NC(C(=O)C1=C(C(=C(N1C)C)C(=O)NC1=CC(=C(C=C1)F)C)C)=O)=O (R)-5-(2-((1-amino-3-hydroxy-1-oxopropan-2-yl)amino)-2-oxoacetyl)-N-(4-fluoro-3-methylphenyl)-1,2,4-trimethyl-1H-pyrrole-3-carboxamide